(3,5-dibutyl-4-Hydroxy-phenyloctadecyl)propionate C(CCC)C=1C=C(C=C(C1O)CCCC)CCCCCCCCCCCCCCCCCCOC(CC)=O